5-bromo-2-methoxy-4-(1-tetrahydropyran-2-yloxyethyl)pyridine BrC=1C(=CC(=NC1)OC)C(C)OC1OCCCC1